BrC=1C=C2C(=NC1)C=NN2CC2=NC(=NO2)C 5-((6-bromo-1H-pyrazolo[4,3-b]pyridin-1-yl)methyl)-3-methyl-1,2,4-oxadiazole